[N+](=O)([O-])C=1C(=NC=2CCCCC2C1O)O 3-nitro-5,6,7,8-tetrahydroquinoline-2,4-diol